4-[5-(aminomethyl)pyrimidin-2-yl]-3-(2-methyl-5-propylpyrazol-3-yl)oxybenzonitrile NCC=1C=NC(=NC1)C1=C(C=C(C#N)C=C1)OC=1N(N=C(C1)CCC)C